Cl.N[C@@H](CC(C)C)C(=O)OCOC(N(C)[C@]1(C(CCCC1)=O)C1=C(C=CC=C1)Cl)=O ((((S)-1-(2-chlorophenyl)-2-oxocyclohexyl)(methyl)carbamoyl)oxy)methyl L-leucinate hydrogen chloride